2-methyl-2,3-pentadiene CC(C)=C=CC